1-((2-hydroxynaphthalen-1-yl)methyl)-4-phenyl-1H-pyrazol-5-ol OC1=C(C2=CC=CC=C2C=C1)CN1N=CC(=C1O)C1=CC=CC=C1